BrC1=CN=C(N1C)C1=CC2=C(N(C(=N2)C(F)(F)F)C)C=C1S(=O)(=O)CC 5-(5-bromo-1-methyl-1H-imidazol-2-yl)-6-(ethylsulfonyl)-1-methyl-2-(trifluoromethyl)-1H-benzo[d]imidazole